COC1=CC=C(C=C1)C#CC#N 3-(4-methoxyphenyl)propiolonitrile